(Cis)-N1-((1S,2R)-2-(3'-(trifluoromethyl)-[1,1'-biphenyl]-4-yl)cyclopropyl)cyclohexane-1,4-diamine FC(C=1C=C(C=CC1)C1=CC=C(C=C1)[C@@H]1[C@H](C1)N[C@@H]1CC[C@@H](CC1)N)(F)F